(1S,5S,6S)-3-[2-[[1-[(dimethylamino)methyl]cyclopropyl]methoxy]-7-(8-ethyl-7-fluoro-3-hydroxy-1-naphthyl)-8-fluoro-quinazolin-4-yl]-3-azabicyclo[3.2.1]octan-6-ol CN(C)CC1(CC1)COC1=NC2=C(C(=CC=C2C(=N1)N1C[C@@H]2C[C@@H]([C@H](C1)C2)O)C2=CC(=CC1=CC=C(C(=C21)CC)F)O)F